1-((1H-Pyrazol-4-yl)methyl)-3-(4-([1,1'-biphenyl]-2-ylsulfonyl)phenyl)urea N1N=CC(=C1)CNC(=O)NC1=CC=C(C=C1)S(=O)(=O)C1=C(C=CC=C1)C1=CC=CC=C1